1-(4-((2-Fluorophenyl)sulfonyl)phenyl)-3-(oxazol-5-ylmethyl)urea FC1=C(C=CC=C1)S(=O)(=O)C1=CC=C(C=C1)NC(=O)NCC1=CN=CO1